Ethyl 1-(4-(3-amino-3-oxopropyl)phenyl)piperidine-4-carboxylate NC(CCC1=CC=C(C=C1)N1CCC(CC1)C(=O)OCC)=O